N-[(1S)-2-(4-cyanophenyl)-1-(6-methoxy-1,3-benzothiazol-2-yl)ethyl]benzenesulfonamide C(#N)C1=CC=C(C=C1)C[C@@H](C=1SC2=C(N1)C=CC(=C2)OC)NS(=O)(=O)C2=CC=CC=C2